Cl[Si]1(C[SiH](C1)CCC)Cl 1,1-dichloro-3-propyl-1,3-disilacyclobutane